CN1N=CC(=C1B(O)O)C (1,4-dimethyl-1H-pyrazol-5-yl)boronic acid